C1(CCCCC1)P(=O)(CCP(=O)(C1CCCCC1)C1CCCCC1)C1CCCCC1 1,2-bis(dicyclohexylphosphinyl)ethane